NC1=C(N=CC2=C(C(=CC=C12)F)C1=CN=NC=C1C#N)C(=O)NCCC 4-amino-8-(5-cyanopyridazin-4-yl)-7-fluoro-N-propylisoquinoline-3-carboxamide